Pregnadienedione CC(=O)[C@H]1C(=O)C=C2[C@@]1(CC[C@H]3C2=CCC4[C@@]3(CCCC4)C)C